FC(C1=NN2C(N=C(C=C2NC[C@@](C)(C2=CC=C(C=C2)F)[C@@H]2CN(CC2)CC(=O)N)C(F)(F)F)=C1)(F)F |o1:12,21| 2-((R*)-3-((R*)-1-((2,5-bis(trifluoromethyl)pyrazolo[1,5-a]pyrimidin-7-yl)amino)-2-(4-fluorophenyl)propan-2-yl)pyrrolidin-1-yl)acetamide